CC(C)(C)[S@@](=O)N[C@@H](CC(=O)OCC)C=1SC(=CC1)CC1=C(C=CC=C1)C ethyl (S)-3-((R)-1,1-dimethylethylsulfinamido)-3-(5-(2-methylbenzyl)thiophen-2-yl)propanoate